1-[2-(2,4-dimethylphenylsulfanyl)phenyl]piperazinyl-carboxylic acid CC1=C(C=CC(=C1)C)SC1=C(C=CC=C1)N1C(CNCC1)C(=O)O